N-(2-cyclopropyl-4-iodo-5-methylphenyl)-N-(7,8-dihydro-6H-pyrrolo[1',2':1,2]imidazo[4,5-b]pyridin-2-yl)but-2-ynamide C1(CC1)C1=C(C=C(C(=C1)I)C)N(C(C#CC)=O)C1=CC=C2C(=N1)N=C1N2CCC1